(S)-4-(1-(2-hydroxyethyl)-1H-pyrazole-4-carbonyl)-3-isopropyl-1,3,4,5-tetrahydro-2H-benzo[e][1,4]diazepin-2-one OCCN1N=CC(=C1)C(=O)N1[C@H](C(NC2=C(C1)C=CC=C2)=O)C(C)C